FC1=C2C(=NC(=C1C)C)N(C(=C2)C(=O)OC)S(=O)(=O)C2=CC=C(C=C2)C methyl 4-fluoro-5,6-dimethyl-1-(p-tolylsulfonyl)pyrrolo[2,3-b]pyridine-2-carboxylate